C1N(CCC2=CC=CC=C12)C[C@H](CN1CCOC2=C(C1)C=CC(=C2)C(C)N2CCOCC2)O 4-[(2R)-3-(3,4-dihydro-1H-isoquinolin-2-yl)-2-hydroxy-propyl]-8-(1-morpholinoethyl)-2,3-dihydro-1,4-benzoxazepin